Methyl 3-methyl-2-(3-((tetrahydro-2H-pyran-2-yl)oxy)isoxazol-5-yl)butanoate CC(C(C(=O)OC)C1=CC(=NO1)OC1OCCCC1)C